ClC=1C=C(C=CC1Cl)C(C1=NN=C(O1)C1CN(CC12CN(C2)C(=O)[C@@H]2C(C2)(F)F)C(=O)C2=NC=CN=C2)(F)F (8-(5-((3,4-dichlorophenyl)difluoromethyl)-1,3,4-oxadiazol-2-yl)-2-((R)-2,2-difluorocyclopropane-1-carbonyl)-2,6-diazaspiro[3.4]octan-6-yl)(pyrazin-2-yl)methanone